4-(dimethylaminomethylene)tetrahydrofuran-3-one CN(C)C=C1C(COC1)=O